diethyl ((((2R,3s,5R)-5-(2-amino-6-chloro-9H-purin-9-yl)-3-((tert-butyldimethylsilyl)oxy)tetrahydrofuran-2-yl)methoxy)methyl)phosphonate NC1=NC(=C2N=CN(C2=N1)[C@H]1C[C@@H]([C@H](O1)COCP(OCC)(OCC)=O)O[Si](C)(C)C(C)(C)C)Cl